ClC1=C(C=CC=C1)N1C(CCCCC1)C=1C(N(C(C1)=O)C1=CC=CC=C1)=O 3-(1-(2-Chlorophenyl)azepan-2-yl)-1-phenyl-1H-pyrrole-2,5-dione